NC=1C=C(C=C(C1)C(F)(F)F)[C@@H](C)NC1=NC(=NC2=C3C(=C(C=C12)N1CC2(CC1)CCOCC2)CCC3)C (R)-N-(1-(3-amino-5-(trifluoromethyl)phenyl)ethyl)-2-methyl-6-(8-oxa-2-azaspiro[4.5]decan-2-yl)-8,9-dihydro-7H-cyclopenta[H]quinazolin-4-amine